bromo-5-fluoro-3-methylquinazolin-4(3H)-one BrC1=NC2=CC=CC(=C2C(N1C)=O)F